CC1=CC=C(C=C1)S(=O)(=O)OC(CCC1=CC2=CC=CC=C2C=C1)C1=CC=CC=C1 2-(2-naphthylmethyl)-1-phenylethyl 4-methylbenzenesulfonate